ClC1=NC(=NC(=N1)N)N(C)C(C)(C)C1=NN(C=C1)C(F)F 6-Chloro-N4-[1-[1-(difluoromethyl)pyrazol-3-yl]-1-methyl-ethyl]-N4-methyl-1,3,5-triazine-2,4-diamine